C(CCC)N(C(=O)N(C1=CC=CC=C1)C)CCCC N,N-dibutyl-N'-methyl-N'-phenylurea